NC=1C(=NN(C1N)CC)CO 4,5-diamino-1-ethyl-3-hydroxymethyl-pyrazole